CC1=CC=C(C=C1)S(=O)(=O)OCCOCCOCCOCCOCCOCCOCCOCCOCCOCCOCCO 2-[2-[2-[2-[2-[2-[2-[2-[2-[2-(2-hydroxyethoxy)ethoxy] ethoxy]ethoxy]ethoxy]ethoxy]ethoxy]ethoxy]ethoxy]ethoxy]ethyl 4-methylbenzenesulfonate